C1(=CC=CC2=CC=CC=C12)N(C1CCC(CC1)=O)C1=CC=CC2=CC=CC=C12 4-(dinaphthylamino)cyclohexanone